C(C)(C)(C)OC(=O)NCC1=CC(=C(C=C1)NC(=O)C1=CC2=C(OCCC3=C2SC=C3)C=C1C=1C(=NC(=CC1)C(NCCCCO)=O)C(=O)OC)C methyl 3-(9-((4-(((tert-butoxycarbonyl)amino)methyl)-2-methylphenyl)carbamoyl)-4,5-dihydrobenzo[b]thieno[2,3-d]oxepin-8-yl)-6-((4-hydroxybutyl)carbamoyl)picolinate